6-(3-amino-6-(2,3-difluoro-4-morpholinophenyl)pyrazin-2-yl)-3,4-dihydroisoquinolin-1(2H)-one NC=1C(=NC(=CN1)C1=C(C(=C(C=C1)N1CCOCC1)F)F)C=1C=C2CCNC(C2=CC1)=O